COCC=1C=CC(=NC1)C=1C=NC(=CC1NC1=NC(=NC(=C1)C)C1COCC1)NC(C)=O N-(5-(methoxymethyl)-4'-((6-methyl-2-(tetrahydrofuran-3-yl)pyrimidin-4-yl)amino)-[2,3'-bipyridyl]-6'-yl)acetamide